N1=CC(=CC=C1)CNC(=O)[C@@H]1CC12CCN(CC2)C(=O)OC(C(F)(F)F)C(F)(F)F |r| 1,1,1,3,3,3-Hexafluoropropan-2-yl (±)-1-((pyridin-3-ylmethyl)carbamoyl)-6-azaspiro[2.5]octan-6-carboxylat